2-(6-bromo-5-ethyl-2-methyl-7-oxo-[1,2,4]triazolo[1,5-a]pyrimidin-3(7H)-yl)-N-(4-(trifluoromethyl)phenyl)acetamide BrC1=C(N=C2N(C1=O)N=C(N2CC(=O)NC2=CC=C(C=C2)C(F)(F)F)C)CC